FC1C(C1)C(=O)NC=1N=C2N(C=C(C=C2CF)C2=C(C=CC(=C2)F)C)C1 2-fluoro-N-(6-(5-fluoro-2-methylphenyl)-8-(fluoromethyl)imidazo[1,2-a]pyridin-2-yl)cyclopropane-1-carboxamide